C(#N)[C@@H]1[C@H](CN(C12CC2)C(=O)OC(C)(C)C)C2=CC=C(C=C2)C tert-butyl (6S,7R)-7-cyano-6-(p-tolyl)-4-azaspiro[2.4]heptane-4-carboxylate